ClC1=NC=C(C(=C1)C1=C(C=NC(=C1)C)C(=O)NC=1SC2=C(N1)CN(C2)C(=O)C2=NN(C=C2Cl)C)OC 2'-chloro-N-(5-(4-chloro-1-methyl-1H-pyrazole-3-carbonyl)-5,6-dihydro-4H-pyrrolo[3,4-d]thiazol-2-yl)-5'-methoxy-6-methyl-[4,4'-bipyridine]-3-carboxamide